C1(CC1)COC1=C(C=CC(=N1)C(=O)N[C@H](C(=O)OC)CC(C)C)N1CCCC1 (S)-Methyl 2-(6-(cyclopropylmethoxy)-5-(pyrrolidin-1-yl) picolinamido)-4-methylpentanoate